3'-(2-hydroxy-2,5-dihydro-1,2-oxaborol-4-yl)-4-methoxy-3-propoxy-[1,1'-biphenyl]-2-carbonitrile OB1OCC(=C1)C=1C=C(C=CC1)C=1C(=C(C(=CC1)OC)OCCC)C#N